(S)-(1-(3-methyl-5-(1,2,3,4-tetrahydroquinolin-7-yl)thiophene-2-carbonyl)pyrrolidin-3-yl)carbamate CC1=C(SC(=C1)C1=CC=C2CCCNC2=C1)C(=O)N1C[C@H](CC1)NC([O-])=O